C(CCC)OC(=O)C1=CC=C2C3=CC=CC4=CC=CC(C=5C=CC(=C1C25)C(=O)OCCCC)=C43 9,10-di(butoxycarbonyl)perylene